Cl.FC(OCC1(CC1)N(C(=O)C=1C=NN2C1CNCC2)C)F N-(1-((difluoromethoxy)methyl)cyclopropyl)-N-methyl-4,5,6,7-tetrahydropyrazolo[1,5-a]pyrazine-3-carboxamide hydrochloride